C1N(CC12CCOCC2)CC=2C=CC=NC2OC 5-((7-oxa-2-azaspiro[3.5]nonan-2-yl)methyl)-6-methoxypyridin